tert-butyl-(2,5-dioxo-1-phenethyl pyrrolidin-3-yl) carbamate C(N)(OC1(C(N(C(C1)=O)CCC1=CC=CC=C1)=O)C(C)(C)C)=O